3-(2,4-difluorophenyl)-N-(3,3-dimethylbutan-2-yl)-1-methyl-1H-pyrazole-5-carboxamide FC1=C(C=CC(=C1)F)C1=NN(C(=C1)C(=O)NC(C)C(C)(C)C)C